CC1=C(C=C(C2=CC=CC=C12)C)C 1,2,4-trimethylnaphthalene